COC=1C(=CC2=CN(N=C2C1)C1CCC(CC1)NC(CC)=O)C(=O)NC=1C(N(C=CC1)C)=O 6-methoxy-N-(1-methyl-2-oxo-1,2-dihydropyridin-3-yl)-2-((1r,4r)-4-(N-methylacetylamino)cyclohexyl)-2H-indazole-5-carboxamide